ClC1=C(C(=CC=C1)Cl)C=1C(C2=C(N=C(N=C2)NC2=CC=C3C4(CN(CC3=C2)C)CC4)N(C1)C)=O 6-(2,6-dichlorophenyl)-8-methyl-2-[(2'-methyl-2',3'-dihydro-1'H-spiro[cyclopropane-1,4'-isoquinolin]-7'-yl)amino]pyrido[2,3-d]pyrimidin-5(8H)-one